N-[4-(4-Fluorophenyl)-1-methylpiperidin-4-yl]acetamide FC1=CC=C(C=C1)C1(CCN(CC1)C)NC(C)=O